FC1=C(C=CC(=N1)C(=O)NC)NCC1C(C1)NCC=1C(=C2NC(C(=NC2=CC1)C)=O)F 6-fluoro-5-(((2-(((5-fluoro-2-methyl-3-oxo-3,4-dihydroquinoxalin-6-yl)methyl)amino)cyclopropyl)methyl)amino)-N-methylpicolinamide